C1(CC1)[C@@](CNC(=O)C1=NN(C(N1)=O)C)(CC1=C(C=C(C=C1F)F)F)C (S)-N-[2-cyclopropyl-2-methyl-3-(2,4,6-trifluorophenyl)propyl]-1-methyl-5-oxo-4H-1,2,4-triazole-3-carboxamide